butyl-pyrrolidine-2-carboxylic acid C(CCC)N1C(CCC1)C(=O)O